ClC(CC[SiH2]CC[SiH2]CCC(Cl)Cl)Cl 1,2-bis(dichloropropylsilyl)ethane